N1(C=NC=C1)C=1C=C(C=CC1OC)NC(=O)C1=CC=CC=2C3=CC=CC=C3CC12 N-[3-(1H-imidazol-1-yl)-4-methoxyphenyl]-9H-fluorene-1-carboxamide